FC(C(=O)C1=CC=CC=C1)(\C=C(/C1=CC=CC=C1)\I)F (E)-2,2-difluoro-4-iodo-1,4-diphenyl-3-buten-1-one